N1=C(C=NC=C1)C(C)(C#C)O 2-pyrazin-2-yl-but-3-yn-2-ol